methyl (Z)-2-(5-cyclohexyl-2-fluoro-phenoxy)-3-methoxy-prop-2-enoate C1(CCCCC1)C=1C=CC(=C(O\C(\C(=O)OC)=C/OC)C1)F